N1C=NC2=C1C=CC(=C2)OC=2C=C(C=CC2)C=2NC(=CN2)C=O 2-(3-((1H-benzo[d]imidazol-5-yl)oxy)phenyl)-1H-imidazole-5-carbaldehyde